tert-butyl (1R,2R,5S)-2-(hydroxymethyl)-3-azabicyclo[3.1.0]hexane-3-carboxylate OC[C@H]1[C@@H]2C[C@@H]2CN1C(=O)OC(C)(C)C